Tetrafluoroethylmethacrylat FC(C(F)(F)F)OC(C(=C)C)=O